CC1(SCCN1)C dimethyl-1,3-thiazolidine